6-ethoxy-1H-benzo[d]imidazole-5-carbonitrile C(C)OC=1C(=CC2=C(NC=N2)C1)C#N